N[C@@H](CCO)C1=CC=C(C=C1)Cl (S)-3-amino-3-(4-chlorophenyl)-1-propanol